C1(=CC=CC=C1)B1N(B(N(B(N1C1=CC=CC=C1)C1=CC=CC=C1)C1=CC=CC=C1)C1=CC=CC=C1)C1=CC=CC=C1 Hexaphenylborazine